2-(5-methylhexahydropyrrolo[3,4-c]pyrrol-2(1H)-yl)-5-oxo-5H-benzo[4',5']-thiazolo[3',2':1,6]pyrido[2,3-b]pyrazine-6-carboxylic acid CN1CC2C(C1)CN(C2)C2=CN=C1C(=N2)N2C(=C(C1=O)C(=O)O)SC1=C2C=CC=C1